C1(=CC=CC=C1)C1=CC=CC(=N1)C=1C(=C(C#N)C(=C(C1N1C2=C(C3=CC=CC=C13)C=CC=N2)N2C1=C(C3=CC=CC=C23)C=CC=N1)N1C2=C(C3=CC=CC=C13)C=CC=N2)N2C1=C(C3=CC=CC=C23)C=CC=N1 3-(6-phenylpyridin-2-yl)-2,4,5,6-tetrakis(9H-pyrido[2,3-b]indol-9-yl)benzonitrile